OC=1C=C(C=CC1OC)C(C#N)=C 2-(3-hydroxy-4-methoxyphenyl)acrylonitrile